NC1(CCC1)C1=CC=C(C=C1)N1C(=NC=2C1=NC(=CC2)C=2C=C(C=CC2)CCC(=O)NCCCCCCCNC2=C1C(N(C(C1=CC=C2)=O)C2C(NC(CC2)=O)=O)=O)C=2C(=NC=CC2)N 3-(3-(3-(4-(1-Aminocyclobutyl)phenyl)-2-(2-aminopyridin-3-yl)-3H-imidazo[4,5-b]pyridin-5-yl)phenyl)-N-(7-((2-(2,6-dioxopiperidin-3-yl)-1,3-dioxoisoindolin-4-yl)amino)heptyl)propanamid